(5-(2,6-difluoro-4-((methylamino)methyl)phenyl)-1H-pyrazolo[3,4-c]pyridin-3-yl)-3-(4-methylpiperazin-1-yl)benzamide FC1=C(C(=CC(=C1)CNC)F)C=1C=C2C(=CN1)NN=C2C2=C(C(=O)N)C=CC=C2N2CCN(CC2)C